tert-butyl trans-3-(4-(2-(methylthio)pyrimidin-4-yl)-1H-1,2,3-triazol-1-yl)-4-(4-(trifluoromethyl)benzyloxy)pyrrolidine-1-carboxylate CSC1=NC=CC(=N1)C=1N=NN(C1)[C@@H]1CN(C[C@H]1OCC1=CC=C(C=C1)C(F)(F)F)C(=O)OC(C)(C)C